[N+](=O)([O-])C1=CC=C(C(=O)O[C@@H]2[C@@H](CCCC2)N2N=CC(=C2)C(=O)OCC)C=C1 ethyl 1-(cis-2-((4-nitrobenzoyl) oxy) cyclohexyl)-1H-pyrazole-4-carboxylate